ethyl decatrienoate C(C=CC=CC=CCCC)(=O)OCC